C(CC)C(C)(O[Si](OCC)(C(C)C)C(C)C)CCC dipropyl-diisopropyl-diethoxysilane